C(C)(=O)OC1[C@@H]([C@@H](OC(C)=O)[C@@H](OC(C)=O)[C@H](O1)COC(C)=O)N=[N+]=[N-] 1,3,4,6-tetra-O-acetyl-2-azido-2-deoxy-D-galactopyranose